[O].[Ir].CC1=C(C=CC(=C1)S(N[C@H](C)C1CCNCC1)(=O)=O)NC(C1=CC=CC=C1)=O (R)-N-(2-methyl-4-(N-(1-(piperidin-4-yl)ethyl)sulfamoyl)phenyl)benzamide iridium oxygen